6-(Difluoromethoxy)-N-(4-methoxypyridin-3-yl)-N-(piperidin-4-yl)pyridin-3-amine hydrochloride Cl.FC(OC1=CC=C(C=N1)N(C1CCNCC1)C=1C=NC=CC1OC)F